C(C)(C)(C)OC(N[C@H]1C(N(OC1)CC1=CC=C(C=C1)F)=O)=O (R)-(2-(4-Fluorobenzyl)-3-oxoisoxazolidin-4-yl)carbamic acid tert-butyl ester